5-amino-3-(2-(3-fluorophenyl)-4-methoxyquinolin-7-yl)-1-((1r,3r)-3-hydroxy-3-methylcyclobutyl)-1H-pyrazole-4-carboxamide NC1=C(C(=NN1C1CC(C1)(C)O)C1=CC=C2C(=CC(=NC2=C1)C1=CC(=CC=C1)F)OC)C(=O)N